C[NH+]1CCCCC1C 1,6-bismethylpiperidinium